C(OCCF)(OC)=O (2-fluoroethyl) (methyl) carbonate